6-[(1S)-1-aminopropyl]-2-chloro-N-[(furan-2-yl)methyl]-7-methylthieno[3,2-d]pyrimidin-4-amine hydrochloride Cl.N[C@@H](CC)C1=C(C=2N=C(N=C(C2S1)NCC=1OC=CC1)Cl)C